COCC1(CCC(CC1)C=1C(=NN2C1CN(CC2)C(=O)C2(CC2)C(F)(F)F)CN(CCNC)C)COC (3-(4,4-bis(methoxymethyl)-cyclohexyl)-2-((methyl(2-(methylamino)ethyl)amino)-methyl)-6,7-dihydropyrazolo-[1,5-a]pyrazin-5(4H)-yl)(1-(trifluoro-methyl)cyclopropyl)-methanone